C(C1=C(C(=CC=2NN=NC21)O)C2=CC=CC=C2)C2=C(C(=CC=1NN=NC12)O)C1=CC=CC=C1 methylenebis(hydroxyphenylbenzotriazole)